2-(aminomethyl)-5-chloro-N-((5-methylisoxazol-3-yl)methyl)-1H-indol-6-amine NCC=1NC2=CC(=C(C=C2C1)Cl)NCC1=NOC(=C1)C